OC[C@H](C(=O)O)C1=CC=CC=C1 |r| (±)-3-hydroxy-2-phenylpropanoic acid